Dioctyltin bis(2-ethylhexanoate) C(C)C(C(=O)[O-])CCCC.C(C)C(C(=O)[O-])CCCC.C(CCCCCCC)[Sn+2]CCCCCCCC